N1(CCCCC1)C=O Piperidine-1-carbaldehyde